C(C)C(CN1C(=C(C(C2=CC=CC=C12)=O)OC1OCCCC1)C1=CC=CC=C1)CCCC N-(2-ethylhexyl)-2-phenyl-3-tetrahydropyranyloxy-quinolin-4-one